C(C(C)C)C1C(N(CC2N1C(CCN2)=O)CC(CC)C)=O 6-isobutyl-8-(2-methylbutyl)hexahydro-4H-pyrazino[1,2-a]pyrimidine-4,7(6H)-dione